N1(CCCC1)C1=C(N)C=C(C=C1)C 2-(pyrrolidin-1-yl)-5-methylaniline